CC1=CC(=NN1C=1C=C2C=CN(C2=CC1)CC1=CC=C(C=C1)[C@@H]1CN(CC1)C)C(=O)N (R)-5-methyl-1-(1-(4-(1-methylpyrrolidin-3-yl)benzyl)-1H-indol-5-yl)-1H-pyrazole-3-carboxamide